tert-butyl 5-(methoxymethylene)hexahydrocyclopenta[c]pyrrole-2(1H)-carboxylate COC=C1CC2C(CN(C2)C(=O)OC(C)(C)C)C1